C(C)(C)(C)C1=CC(=C(C=C1O)C(C)(C)C)C 2,5-di-tert-butyl-4-cresol